bis(3,6,8-tri-t-butyl-2-naphthyl)phenylphosphite C(C)(C)(C)C=1C(=CC2=C(C=C(C=C2C1)C(C)(C)C)C(C)(C)C)C=1C(=C(C=CC1)P([O-])([O-])[O-])C1=CC2=C(C=C(C=C2C=C1C(C)(C)C)C(C)(C)C)C(C)(C)C